CC=1N=C(C2=C(N1)N=CC(=C2)N)N 2-methylpyrido[2,3-d]Pyrimidine-4,6-diamine